CN1C=NC=C1C(=O)NC(CCC=CC(=O)[O-])C=O 6-(1-methyl-1H-imidazole-5-carboxamido)-7-oxohept-2-enoate